ClC=1C(=NC=C(N1)Cl)C(=O)NC1=NC(=NC(=C1)C)N1CCC(CC1)(F)F 3,5-Dichloro-N-(2-(4,4-difluoropiperidin-1-yl)-6-methylpyrimidin-4-yl)pyrazine-2-carboxamide